bis-(2,3,6-tribromo-4,5-dihydroxy-phenyl)-methane BrC1=C(C(=C(C(=C1Br)O)O)Br)CC1=C(C(=C(C(=C1Br)O)O)Br)Br